(S)-3-fluoropiperidine hydrochloric acid salt Cl.F[C@@H]1CNCCC1